3,4-dihydroxyphthalimide OC1=C2C(C(=O)NC2=O)=CC=C1O